NC1=C(C(=NN1C1CC(C1)(F)F)C1=C2C=NNC2=C(C=C1)CNC(C1=C(C=CC(=C1)F)OC)=O)C(=O)N 5-amino-1-(3,3-difluorocyclobutyl)-3-(7-((5-fluoro-2-methoxybenzamido)methyl)-1H-indazol-4-yl)-1H-pyrazole-4-carboxamide